CCCCCCCCCCCCCCCCCCCCC(=O)OC[C@H](COP(=O)(O)OC[C@H](CO)O)OC(=O)CCC/C=C\C/C=C\C/C=C\C/C=C\CCCCC 1-heneicosanoyl-2-(5Z,8Z,11Z,14Z-eicosatetraenoyl)-glycero-3-phospho-(1'-sn-glycerol)